methyl-3-(cyclobutylamino)-5-cyclopropylpyridine-2-carboxylic acid CC1=C(C(=NC=C1C1CC1)C(=O)O)NC1CCC1